4-{[6-(5-chloro-2-fluoro-phenyl)pyridazin-4-yl]-amino}-N-[2-(4-methyl-piperazin-1-yl)ethyl]-1H-pyrrolo[2,3-b]pyridine-2-carboxamide ClC=1C=CC(=C(C1)C1=CC(=CN=N1)NC1=C2C(=NC=C1)NC(=C2)C(=O)NCCN2CCN(CC2)C)F